(2-(1H-indol-3-yl)-1H-imidazol-4-yl-5-d)(3,5-dimethoxy-4-(methoxy-d3)phenyl)ketone N1C=C(C2=CC=CC=C12)C=1NC(=C(N1)C(=O)C1=CC(=C(C(=C1)OC)OC([2H])([2H])[2H])OC)[2H]